4-((bis(4-methoxyphenyl)(phenyl)methyl)amino)-2-oxopyrimidin COC1=CC=C(C=C1)C(C1=CC=CC=C1)(C1=CC=C(C=C1)OC)NC1=NC(NC=C1)=O